ClC1=CC=C(C=C1)C=1N=NC(=C2C1C=NC=C2)NC[C@H]2OCCC2 (S)-4-(4-chlorophenyl)-N-((tetrahydrofuran-2-yl)methyl)pyrido[3,4-d]pyridazin-1-amine